7-((5-hydroxy-4-oxo-4H-pyran-2-yl)methoxy)-4-propylcoumarin OC=1C(C=C(OC1)COC1=CC=C2C(=CC(OC2=C1)=O)CCC)=O